ClC=1C=C(CC2=CC(=C(C=C2C)N=CN2CCOCC2)C)C=CC1F N-(4-(3-chloro-4-fluorobenzyl)-2,5-dimethylphenyl)-1-morpholinomethanimine